2,5-di-tertiary-butylphenol C(C)(C)(C)C1=C(C=C(C=C1)C(C)(C)C)O